4,5,6,7-tetrahydrothiazolo[5,4-c]pyridine hydrochloride Cl.N1=CSC=2CNCCC21